C1(CC1)NC(=O)C=1C=NN2C1N=C(C=C2NC)NC=2C(N(C=CC2)C2=NC=CC=C2)=O N-cyclopropyl-7-(methylamino)-5-((2-oxo-2H-[1,2'-bipyridin]-3-yl)amino)pyrazolo[1,5-a]pyrimidine-3-carboxamide